(1-((7-bromo-2-chloro-3-nitroquinolin-4-yl)amino)-2-methylpropan-2-yl)carbamic acid benzyl ester C(C1=CC=CC=C1)OC(NC(CNC1=C(C(=NC2=CC(=CC=C12)Br)Cl)[N+](=O)[O-])(C)C)=O